N-[2-bromo-4-chloro-6-(methylcarbamoyl)phenyl]tetrahydropyran-4-carboxamide BrC1=C(C(=CC(=C1)Cl)C(NC)=O)NC(=O)C1CCOCC1